(S)-(2-fluoro-4-(1-(7-oxo-6,7-dihydro-8H-[1,3]dioxolo[4,5-h]imidazo[4,5-c]quinolin-8-yl)ethyl)phenyl)phosphonic acid FC1=C(C=CC(=C1)[C@H](C)N1C(NC=2C=NC3=C4C(=CC=C3C21)OCO4)=O)P(O)(O)=O